2-(3,5-Dichloro-4-(4-hydroxy-3-isopropylbenzyl)phenoxy)-N,N'-dimethylacetohydrazide ClC=1C=C(OCC(=O)N(NC)C)C=C(C1CC1=CC(=C(C=C1)O)C(C)C)Cl